6-bromothieno[3,2-c][1,2]thiazol-3-amine BrC1=CSC=2C1=NSC2N